3-((6-bromo-4-(2-ethoxyvinyl)-1-oxoisoquinolin-2(1H)-yl)methyl)-N-methylbenzamide BrC=1C=C2C(=CN(C(C2=CC1)=O)CC=1C=C(C(=O)NC)C=CC1)C=COCC